[Si](C)(C)(C(C)(C)C)OCCCC#C[C@H](CCC(F)(F)F)N[S@@](=O)C(C)(C)C (S)-N-((S)-9-((tert-butyldimethylsilyl)oxy)-1,1,1-trifluoronon-5-yn-4-yl)-2-methylpropane-2-sulfinamide